OC1=C(C=CC=C1)C(\C=C\C1=CC=C(C=C1)OC(F)(F)F)=O (E)-1-(2-Hydroxyphenyl)-3-[4-(trifluoromethoxy)phenyl]prop-2-en-1-one